BrC=1C=CC(=NC1)OC1C(NC(CC1)=O)=O 3-[(5-bromo-2-pyridyl)oxy]piperidine-2,6-dione